N-(3-(2-cyanoprop-2-yl)phenyl)-6-(7-((4-methoxybenzyl)(methyl)amino)-1,6-naphthyridin-3-yl)pyridazine-4-carboxamide C(#N)C(C)(C)C=1C=C(C=CC1)NC(=O)C1=CN=NC(=C1)C=1C=NC2=CC(=NC=C2C1)N(C)CC1=CC=C(C=C1)OC